1-(4-chlorophenoxy)-1-(1H-imidazole-1-yl)-3,3-dimethyl-2-butanone ClC1=CC=C(OC(C(C(C)(C)C)=O)N2C=NC=C2)C=C1